tert-butyl 4-(chlorocarbonyl)-3,3-dimethylpiperidine-1-carboxylate ClC(=O)C1C(CN(CC1)C(=O)OC(C)(C)C)(C)C